7-(3-(Dimethylamino)-4-(trifluoromethyl)phenyl)-2-azaspiro[3.5]nonan CN(C=1C=C(C=CC1C(F)(F)F)C1CCC2(CNC2)CC1)C